C(C)(=O)N1CC2=C(CC1)N(N=C2N2CCCC1=CC(=C(C=C21)C(F)F)C=2N=CC(=NC2)CC(=O)O)C2CCOCC2 2-(5-(1-(5-acetyl-1-(tetrahydro-2H-pyran-4-yl)-4,5,6,7-tetrahydro-1H-pyrazolo[4,3-c]pyridin-3-yl)-7-(difluoromethyl)-1,2,3,4-tetrahydroquinolin-6-yl)pyrazin-2-yl)acetic acid